FCC1(CC1)CN1C=NC2=C1C=C(S2)C(=O)O 1-((1-(fluoromethyl)cyclopropyl)methyl)-1H-thieno[2,3-d]imidazole-5-carboxylic acid